8-fluoro-1-[(2r,4r)-2-methyltetrahydro-2H-pyran-4-yl]-2-(1,3-thiazol-2-ylmethyl)-1H-imidazo[4,5-c]quinoline FC1=CC=2C3=C(C=NC2C=C1)N=C(N3[C@H]3C[C@H](OCC3)C)CC=3SC=CN3